ClC1=CN=C(C=N1)N1CCC2=C(CC1)C=C(C(=C2)[N+](=O)[O-])N 3-(6-chloropyrazin-3-yl)-8-nitro-2,3,4,5-tetrahydro-1H-benzo[d]azepin-7-amine